4-(3-fluoro-4-methyl-phenyl)-5-methyl-pyrimidine-2-carboxylic acid FC=1C=C(C=CC1C)C1=NC(=NC=C1C)C(=O)O